7-(4-(4-(benzo[b]thiophen-4-yl)piperazin-1-yl)butoxy)-2-(tert-butoxy)quinoline S1C2=C(C=C1)C(=CC=C2)N2CCN(CC2)CCCCOC2=CC=C1C=CC(=NC1=C2)OC(C)(C)C